7-{[2-(1-methylpyrazol-4-yl)-4-pyridyl]oxy}-4-[5-(trifluoromethyl)-3-pyridyl]-2,3-dihydro-1,4-benzoxazepin-5-one CN1N=CC(=C1)C1=NC=CC(=C1)OC=1C=CC2=C(C(N(CCO2)C=2C=NC=C(C2)C(F)(F)F)=O)C1